(((R)-(((2R,3S,4R,5R)-5-(5-chloro-7-((2-chlorobenzyl)amino)-3H-[1,2,3]triazolo[4,5-d]pyrimidin-3-yl)-3,4-dihydroxytetrahydrofuran-2-yl)methoxy)(phenoxy)phosphoryl)methyl)phosphonic acid ClC=1N=C(C2=C(N1)N(N=N2)[C@H]2[C@@H]([C@@H]([C@H](O2)CO[P@@](=O)(OC2=CC=CC=C2)CP(O)(O)=O)O)O)NCC2=C(C=CC=C2)Cl